C(C1=CC=CC=C1)OC(=O)NC(=N)C1=CC=C(CNC([C@H](C)NC([C@@H](CCC2=CC=CC=C2)NCC2=CC=C(C=C2)N2CCN(CC2)C(=O)OC(C)(C)C)=O)=O)C=C1 tert-Butyl 4-(4-((((R)-1-(((S)-1-((4-(N-((benzyloxy)carbonyl)carbamimidoyl)benzyl)amino)-1-oxopropan-2-yl)amino)-1-oxo-4-phenylbutan-2-yl)amino)methyl)phenyl)piperazine-1-carboxylate